4-(4-(oxetan-3-yl)piperazin-1-yl)-3-(((2-(3,4,5,6-tetrahydro-2H-pyran-2-yloxy)ethyl)oxy)methyl)aniline O1CC(C1)N1CCN(CC1)C1=C(C=C(N)C=C1)COCCOC1OCCCC1